2-morpholino-1-piperazin-1-yl-ethanone O1CCN(CC1)CC(=O)N1CCNCC1